(3aR,5s,6aS)-2-((5-oxaspiro[2.4]heptan-6-yl)methyl-d2)-N-(6-(2-(trifluoromethyl)pyridin-3-yl)pyridazin-3-yl)octahydrocyclopenta[c]pyrrol-5-amine C1CC12COC(C2)C(N2C[C@@H]1[C@H](C2)CC(C1)NC=1N=NC(=CC1)C=1C(=NC=CC1)C(F)(F)F)([2H])[2H]